C1(CC1)C1=NSC(=N1)C1=NN=C2N1CCN(C2C(C#N)C)C(C2=CC=C(C=C2)F)=O (3-(3-Cyclopropyl-1,2,4-thiadiazol-5-yl)-7-(4-fluorobenzoyl)-5,6,7,8-tetrahydro-[1,2,4]triazolo[4,3-a]pyrazin-8-yl)propionitrile